B(O)(O)C=1C=C2C(C(=CN(C2=NC1)N(CC)C(=O)OC(C)(C)C)C(=O)O)=O 6-borono-1-[tert-butoxycarbonyl-(ethyl)amino]-4-oxo-1,8-naphthyridine-3-carboxylic acid